COC=1C=C2C(=NC=NC2=CC1OC)N1CC2(C1)CC(C2)CS(=O)(=O)N (2-(6,7-dimethoxyquinazolin-4-yl)-2-azaspiro[3.3]heptane-6-yl)methanesulfonamide